C(C)(C)(C)[Si](OCCC(N)=N)(C)C 3-((tertbutyldimethylsilyl)oxy)propanimidamide